C(=O)(OC(C)(C)C)N1CCC(CC1)O 1-N-Boc-piperidin-4-ol